Cl.N[C@@H](C(=O)OCC)CC ethyl (2R)-2-aminobutanoate hydrochloride